tert-butyl 2-fluoro-7,8,9,10-tetrahydro-6H-azepino[1,2-a]indole-11-carboxylate FC=1C=C2C(=C3N(C2=CC1)CCCCC3)C(=O)OC(C)(C)C